N(N=N)=O triazenon